1-((4-bromobenzylidene)amino)cyclopent-3-ene-1-carboxylic acid ethyl ester C(C)OC(=O)C1(CC=CC1)N=CC1=CC=C(C=C1)Br